CC1([C@@H]2CCC([C@@H]1C2)CO)C ((1S,5R)-6,6-Dimethylbicyclo[3.1.1]heptan-2-yl)-methanol